13-tridecylethylene CCCCCCCCCCCCCC=C